3-allyloxy-2-hydroxy-1-propanesulphonic acid C(C=C)OCC(CS(=O)(=O)O)O